(1s,4s)-4-(8-(2,4,6-trichlorophenylamino)-2-(2,2,2-trifluoroethylamino)-9H-purin-9-yl)cyclohexanecarboxamide ClC1=C(C(=CC(=C1)Cl)Cl)NC=1N(C2=NC(=NC=C2N1)NCC(F)(F)F)C1CCC(CC1)C(=O)N